FC(C)[C@H]1N(S(OC1)=O)C(=O)OC(C)(C)C tert-butyl (4S)-4-(1-fluoroethyl)-1,2,3-oxathiazolidine-3-carboxylate 2-oxide